C=C(C)C1=C(C(=C(C=C1)O)C1CCCC=C1)O (prop-1-en-2-yl)-1',2',3',4'-tetrahydro-[1,1'-biphenyl]-2,6-diol